N1C2=NC(=C1)O2 EpoxyImidazole